((1-cyclopentyl-2-methoxy-2-oxoethyl)amino)-3-oxopropanoic acid methyl ester COC(C(C=O)NC(C(=O)OC)C1CCCC1)=O